4-(6-(dimethylamino)-2-methyl-1-oxo-1,2-dihydro-2,7-naphthyridin-4-yl)-2,6-dimethoxybenzaldehyde CN(C=1C=C2C(=CN(C(C2=CN1)=O)C)C1=CC(=C(C=O)C(=C1)OC)OC)C